3-methyl-4,5,6,7-tetrahydro-1H-pyrazolo[3,4-c]pyridine CC1=NNC=2CNCCC21